OC=1C=C(C(=O)OC)C=C(C1O)[N+](=O)[O-] methyl 3,4-dihydroxy-5-nitrobenzoate